NC=1C=C(C=NC1C=1OC(=NN1)CO[Si](C(C)C)(C(C)C)C(C)C)S(=O)(=O)Cl 5-amino-6-(5-triisopropylsilyloxymethyl-[1,3,4]oxadiazol-2-yl)-pyridine-3-sulfonyl chloride